(4-((5-chloro-3-((3,5-dimethylphenyl)sulfonyl)-1H-indole-2-carboxamido)methyl)phenyl)boronic acid ClC=1C=C2C(=C(NC2=CC1)C(=O)NCC1=CC=C(C=C1)B(O)O)S(=O)(=O)C1=CC(=CC(=C1)C)C